ClC=1C=CC(=NC1)C=1N=C(SC1)C12CC(C1)(C2)NC(=O)C=2OC(=CC2)C2(CC2)S(=O)(=O)C N-[3-[4-(5-chloro-2-pyridyl)thiazol-2-yl]-1-bicyclo[1.1.1]pentanyl]-5-(1-methylsulfonylcyclopropyl)furan-2-carboxamide